cholesta-5,8,24(25)-trienol C(C(C)=CCC[C@@H](C)[C@H]1CC[C@H]2C=3CC=C4CCCC[C@]4(C)C3CC[C@]12C)O